COC(C1=C(C=CC=C1)C1=NC(=NC=C1Cl)NC=1C=NN(C1)C)=O (5-chloro-2-((1-methyl-1H-pyrazol-4-yl)amino)pyrimidin-4-yl)benzoic acid methyl ester